1'-((2-fluoro-4-oxo-4,5-dihydropyrrolo[1,2-a]quinoxalin-7-yl)methyl)-N,3'-dimethyl-1',2',3',6'-tetrahydro-[3,4'-bipyridine]-6-carboxamide FC=1C=C2N(C3=CC=C(C=C3NC2=O)CN2CC(C(=CC2)C=2C=NC(=CC2)C(=O)NC)C)C1